7-(1H-Pyrazol-4-yl)-2,3-dihydrofuro[3,2-c]pyridin N1N=CC(=C1)C=1C2=C(C=NC1)CCO2